3-[1-[2-(5-Fluoro-3-pyridyl)-3,6-dimethyl-4-oxo-chromen-8-yl]ethylamino]-6-methyl-pyridine-2-carboxylic acid FC=1C=C(C=NC1)C=1OC2=C(C=C(C=C2C(C1C)=O)C)C(C)NC=1C(=NC(=CC1)C)C(=O)O